O(S(=O)(=O)C(F)(F)F)N1CC2=C3C(=CC=C2C=C1)C=CC=C3 Benzoisoquinolin-2-yl triflate